[Eu].N1=C(C=CC=C1)C1=NC=CC=C1 2,2'-bipyridyl europium